3-(3-methyl-2-oxo-5-(4-(3-(piperazin-1-ylmethyl)cyclobutyl)phenyl)-2,3-dihydro-1H-benzo[d]imidazol-1-yl)piperidine-2,6-dione CN1C(N(C2=C1C=C(C=C2)C2=CC=C(C=C2)C2CC(C2)CN2CCNCC2)C2C(NC(CC2)=O)=O)=O